N2-[4-methyl-3-(piperazin-1-ylmethyl)phenyl]-N4-[2-(6-methyl-2-pyridyl)pyrimidin-4-yl]pyrimidine-2,4-diamine CC1=C(C=C(C=C1)NC1=NC=CC(=N1)NC1=NC(=NC=C1)C1=NC(=CC=C1)C)CN1CCNCC1